(2-fluoro-4-(7-(((3S,5S)-5-fluoropiperidin-3-yl)amino)-1-isopropyl-2-oxo-1,4-dihydropyrimido[4,5-d]pyrimidin-3(2H)-yl)phenyl)-1-(pyridin-2-yl)methanesulfonamide FC1=C(C=CC(=C1)N1C(N(C2=NC(=NC=C2C1)N[C@@H]1CNC[C@H](C1)F)C(C)C)=O)C(S(=O)(=O)N)C1=NC=CC=C1